O=C1NC(CCC1N1C(N(C2=C1C=CC(=C2)C2CN(C2)C(=O)OC(C)(C)C)C)=O)=O Tert-butyl 3-[1-(2,6-dioxo-3-piperidyl)-3-methyl-2-oxo-benzimidazol-5-yl]azetidine-1-carboxylate